2-amino-6-(2-methoxyethoxy)-4-(6-(6-((6-methoxypyridin-3-yl)methyl)-3,6-diazabicyclo[3.1.1]Heptane-3-yl)pyridin-3-yl)pyrazolo[1,5-a]Pyridine-3-carbonitrile NC1=NN2C(C(=CC(=C2)OCCOC)C=2C=NC(=CC2)N2CC3N(C(C2)C3)CC=3C=NC(=CC3)OC)=C1C#N